ClC=1C(=C(C#N)C=C(C1)C(C)(C)C1=CC=C(C=C1)OCC1=NC(=NC=C1)S(=O)(=O)C)OCCCl 3-chloro-2-(2-chloroethoxy)-5-(2-(4-((2-(methylsulfonyl)pyrimidin-4-yl)methoxy)phenyl)propan-2-yl)benzonitrile